4-(2-(4-chloro-2-(methoxy-d3)phenyl)-2H-chromen-8-yl-2-d)piperidine Oxetane-3-yl-3-[[6-cyano-5-(trifluoromethyl)-pyridin-3-yl]amino]-2-hydroxy-2-methyl-3-oxo-propanoate O1CC(C1)OC(C(C(=O)NC=1C=NC(=C(C1)C(F)(F)F)C#N)(C)O)=O.ClC1=CC(=C(C=C1)C1(OC2=C(C=CC=C2C=C1)C1CCNCC1)[2H])OC([2H])([2H])[2H]